C(C)(C)(C)C=1C=NC=C(C(=O)N[C@H](C)C2=NC=CN=C2C2=NC=CC=N2)C1 |r| (rac)-5-(tert-butyl)-N-(1-(3-(pyrimidin-2-yl)pyrazin-2-yl)ethyl)nicotinamide